CN1C(=C(C2=C1N=C1N(C2=O)CCC1)C)C 1,2,3-trimethyl-1,6,7,8-tetrahydro-4H-dipyrrolo[1,2-a:2',3'-d]pyrimidin-4-one